FC1=C2C=C(N(C2=CC(=C1)F)C)/C(/C(F)(F)F)=N\O (E)-N-[1-(4,6-difluoro-1-methylindol-2-yl)-2,2,2-trifluoroethylidene]hydroxylamine